methyl 3-hydroxy-2,11-dimethoxy-1,2,3,4,4a,5,7,8,13,13b,14,14a-dodecahydroindolo[2',3':3,4]pyrido[1,2-b]isoquinoline-1-carboxylate OC1C(C(C2CC3N(CC2C1)CCC1=C3NC3=CC(=CC=C31)OC)C(=O)OC)OC